4-{5-[(5-Methoxypyridin-2-yl)methoxy]-1-benzofuran-2-yl}pyridine COC=1C=CC(=NC1)COC=1C=CC2=C(C=C(O2)C2=CC=NC=C2)C1